4-chloro-3,5-dicyanobenzoic acid ClC1=C(C=C(C(=O)O)C=C1C#N)C#N